NCC1=CC=C(C=C1)C=1C=C2C=CN=C(C2=CC1)N(C(C1=C(C=C(C=C1)C=1N=NN(C1)C)F)=O)[C@H]1CNCCC1 (R)-N-(6-(4-(aminomethyl)phenyl)isoquinolin-1-yl)-2-fluoro-4-(1-methyl-1H-1,2,3-triazol-4-yl)-N-(piperidin-3-yl)benzamide